COC(CCCCCCC[SiH3])(OC)OC trimethoxyn-Octylsilane